sulfopropane sodium [Na].S(=O)(=O)(O)CCC